C1(CCCC1)CN1C(N(C(C2=C1SC=C2C)=O)C2=CN=CC1=CC=CC=C21)=O 1-(cyclopentylmethyl)-3-(isoquinolin-4-yl)-5-methylthieno[2,3-d]pyrimidine-2,4(1H,3H)-dione